N1=C(C=CC=C1)CNCC1=NC=CC=C1 2-{[(pyridin-2-ylmethyl)amino]methyl}pyridine